FC1=C(C(=CC=C1OC)N1N=C(N=C1)C(F)F)CN [2-Fluoro-3-methoxy-6-[3-(difluoromethyl)-1,2,4-triazol-1-yl]phenyl]methanamine